5-cyclopropyl-3-(((6-methoxypyridin-2-yl)methyl)amino)-4H-benzo[e][1,2,4]thiadiazine 1,1-dioxide C1(CC1)C1=CC=CC2=C1NC(=NS2(=O)=O)NCC2=NC(=CC=C2)OC